FC=1C(=C(C=C(C1)C1=CN=C2N1C=C(N=C2NC)OCCO)NS(=O)(=O)C=2C=NN(C2)C)OC N-(3-fluoro-5-(6-(2-hydroxyethoxy)-8-(methylamino)imidazo[1,2-a]pyrazin-3-yl)-2-methoxyphenyl)-1-methyl-1H-pyrazole-4-sulfonamide